C(CCCCC(C)C)OC(C(C)OC1=CC(=C(C=C1)C1=NC(=NC(=N1)C1=CC=C(C=C1)C1=CC=CC=C1)C1=CC=C(C=C1)C1=CC=CC=C1)O)=O.[SiH3][SiH]([SiH3])[SiH3] (trisilyl)silane isooctyl-2-[4-[4,6-bis(4-phenylphenyl)-1,3,5-triazin-2-yl]-3-hydroxy-phenoxy]propanoate